ClC1=C(C=CC=C1)C1=CC2=C(N=C(N=C2)SC)N=C1NCCO 2-((6-(2-chlorophenyl)-2-(methylthio)pyrido[2,3-d]pyrimidin-7-yl)amino)ethan-1-ol